methyl 1-[[2-(diphenylmethyleneamino)-3-fluoropyridin-4-yl] methyl]-5-fluoro-4-(2-fluoro-4-iodoanilino)-6-oxopyridine-3-carboxylate C1(=CC=CC=C1)C(C1=CC=CC=C1)=NC1=NC=CC(=C1F)CN1C=C(C(=C(C1=O)F)NC1=C(C=C(C=C1)I)F)C(=O)OC